OC1C(C(NC(N1)=O)=O)C 6-hydroxy-5,6-dihydrothymine